2-methyl-1-oxopropane CC(C=O)C